(1R,3R)-N-(3-butyrylamino-2-fluorophenyl)-2,2-dichloro-3-(3,5-dichlorophenyl)cyclopropane-1-carboxamide C(CCC)(=O)NC=1C(=C(C=CC1)NC(=O)[C@@H]1C([C@H]1C1=CC(=CC(=C1)Cl)Cl)(Cl)Cl)F